FC(C=1C(=NC(=NC1)NC1=CC=CC=C1)NC=1C=C(C=CC1)NC(C=C)=O)(F)F N-(3-(5-trifluoromethyl-2-(phenylamino)pyrimidin-4-ylamino)phenyl)acrylamide